FC=1C=C2CNCC2=CC1 5-fluoro-2,3-dihydro-1H-isoindole